4-(((3S,4R)-1-((2,4-dichlorothiazol-5-yl)sulfonyl)-4-hydroxy-4-(hydroxymethyl)pyrrolidin-3-yl)oxy)-2-fluorobenzonitrile ClC=1SC(=C(N1)Cl)S(=O)(=O)N1C[C@@H]([C@@](C1)(CO)O)OC1=CC(=C(C#N)C=C1)F